FC=1C=C(C=C(C1)F)[C@@H]1CCC2=NN(C(N21)=O)C2=CC=C(C=C2)C2(CC2)C#N (S)-1-(4-(5-(3,5-difluorophenyl)-3-oxo-6,7-dihydro-3H-pyrrolo[2,1-c][1,2,4]triazol-2(5H)-yl)phenyl)cyclopropane-1-carbonitrile